1-[8-chloro-7-fluoro-10-(3-methyl-1,2,4-oxadiazol-5-yl)-3,4-dihydropyrazino[1,2-b]indazol-2(1H)-yl]-2-hydroxyethan-1-one ClC=1C=C(C2=C3N(N=C2C1F)CCN(C3)C(CO)=O)C3=NC(=NO3)C